trifluoro-N-(3-((2-morpholinopyridin-4-yl)ethynyl)-5-nitro-pyridin-2-yl)acetamide FC(C(=O)NC1=NC=C(C=C1C#CC1=CC(=NC=C1)N1CCOCC1)[N+](=O)[O-])(F)F